C(C#CCCCCCC)(=O)OC methyl non-2-ynoate